2-(2,6-dioxopiperidin-3-yl)-5-((5-(4-(3-(5-(5-(2,2,2-trifluoroethyl)-5H-pyrido[4,3-b]indol-7-yl)pyridin-2-yl)propyl)piperazin-1-yl)pentyl)oxy)isoindoline-1,3-dione O=C1NC(CCC1N1C(C2=CC=C(C=C2C1=O)OCCCCCN1CCN(CC1)CCCC1=NC=C(C=C1)C=1C=CC=2C3=C(N(C2C1)CC(F)(F)F)C=CN=C3)=O)=O